C(C)OC(C=C)=O.FC(C(C(C(C(C(C(C(C(F)(F)F)(F)F)(F)F)(F)F)(F)F)(F)F)(F)F)(F)F)(F)F perfluorononane ethyl-acrylate